C(C)(C)(C)OC(=O)N1C2=C(OCC1)C(=CC(=N2)C=2SC=C(N2)C)Br 8-bromo-6-(4-methyl-1,3-thiazol-2-yl)-2H,3H,4H-pyrido[3,2-b][1,4]Oxazine-4-carboxylic acid tert-butyl ester